2,2-difluoro-4-(5,6,7,8-tetrahydro-1,8-naphthyridin-2-yl)butan-1-ol FC(CO)(CCC1=NC=2NCCCC2C=C1)F